(R)-2-((1-(2-(4-methoxypiperidin-1-yl)-3,6-dimethyl-4-oxo-3,4-dihydroquinazolin-8-yl)ethyl)amino)benzoic acid COC1CCN(CC1)C1=NC2=C(C=C(C=C2C(N1C)=O)C)[C@@H](C)NC1=C(C(=O)O)C=CC=C1